O=C1N(C=CC(=C1)C1=CC=CC=C1)CC1CCN(CC12CCCC2)C(=O)OC(C)(C)C tert-butyl 10-((2-oxo-4-phenylpyridin-1(2H)-yl)methyl)-7-azaspiro[4.5]decane-7-carboxylate